(2-(((6-(4-methylpiperazin-1-yl)pyridin-3-yl)methyl)amino)-7H-pyrrolo[2,3-d]pyrimidin-5-yl)-3,4-dihydrobenzo[f][1,4]oxazepin-5(2H)-one CN1CCN(CC1)C1=CC=C(C=N1)CNC=1N=CC2=C(N1)NC=C2C2OC1=C(C(NC2)=O)C=CC=C1